phosphinous amide PN